5-Chloro-2-phenylfuro[2,3-c]pyridine ClC=1C=C2C(=CN1)OC(=C2)C2=CC=CC=C2